C(C)(C)(C)OC(N(C)C=1SC(=NN1)Br)=O (5-bromo-1,3,4-thiadiazol-2-yl)(methyl)carbamic acid tert-butyl ester